1-Butyl-1-methylpiperidinium bis(trifluoromethanesulfonyl)imide [N-](S(=O)(=O)C(F)(F)F)S(=O)(=O)C(F)(F)F.C(CCC)[N+]1(CCCCC1)C